O1N=CC=C1CN(NOC(C)(C)C)C(=O)NN N'-(1,2-oxazol-5-ylmethyl)tert-butoxycarbohydrazide